C1(CC1)OC1=C(C=NC=C1)C(=O)NC1=CC(=C(C(=C1)F)OC1=CC=NC2=CC(=C(C=C12)OCCO)OC)F 4-cyclopropoxy-N-(3,5-difluoro-4-((6-(2-hydroxyethoxy)-7-methoxyquinolin-4-yl)oxy)phenyl)pyridine-3-carboxamide